(R)-3-((((9H-fluoren-9-yl)methoxy)carbonyl)amino)-4,4-bis(4-chlorophenyl)butanoic acid C1=CC=CC=2C3=CC=CC=C3C(C12)COC(=O)N[C@H](CC(=O)O)C(C1=CC=C(C=C1)Cl)C1=CC=C(C=C1)Cl